C(C)N(NC(=O)NN)OC(C)(C)C N-ethyl-(t-butoxy)carbohydrazide